FC1=C(CN2CCC(CC2)(C(=O)O)CC2=NC(=CC(=C2F)C)NC2=NNC(=C2)C)C=CC=C1F 1-(2,3-difluorobenzyl)-4-((3-fluoro-4-methyl-6-((5-methyl-1H-pyrazol-3-yl)amino)pyridin-2-yl)methyl)piperidine-4-carboxylic acid